4-chloro-1-(2-methylphenyl)-6-oxo-1,6-dihydropyridazine-3-carboxylic acid methyl ester COC(=O)C1=NN(C(C=C1Cl)=O)C1=C(C=CC=C1)C